NC1=CC=CC=2N=C(NC21)C2=CC=C(C=C2)N amino-2-(4'-aminophenyl)benzimidazole